C(C)OC1=C(C=C(C(=C1)F)[N+](=O)[O-])C1=NN(C=N1)C 3-(2-ethoxy-4-fluoro-5-nitrophenyl)-1-methyl-1H-1,2,4-triazole